C(C)(C)(C)OC(NCC(C)C1=CC(=CC=C1)B1OC(C(O1)(C)C)(C)C)=O (2-(3-(4,4,5,5-tetramethyl-1,3,2-dioxaborolan-2-yl)phenyl)propyl)carbamic acid tert-butyl ester